(R)-(4-methylphenyl)-3-methyl-monophenyl-1,4,5,7-tetrahydro-6H-pyrazolo[3,4-b]pyridin-6-one CC1=CC=C(C=C1)[C@@H]1C2=C(NC(C1)=O)N(N=C2C)C2=CC=CC=C2